BrC=1C=C2CCN(C(C2=CC1)=O)CC1=CC(=CC=C1)OC 6-bromo-2-(3-methoxybenzyl)-3,4-dihydroisoquinolin-1(2H)-one